1-(5-tert-butyl-2-pyridyl)-2-(methylamino)ethanol C(C)(C)(C)C=1C=CC(=NC1)C(CNC)O